(6-(allyloxy)-2,3-dichlorophenyl)-2-(piperidin-4-yl)-2,5,6,7-tetrahydro-3H-pyrrolo[2,1-c][1,2,4]triazol-3-one C(C=C)OC1=CC=C(C(=C1C1CCC2=NN(C(N21)=O)C2CCNCC2)Cl)Cl